NC1(CCN(CC1)C1=CC=C(C=C1)NC1=NC=CC(=N1)C=1C(=NN(C1)CC)C=1C=NC=CC1)C N-(4-(4-Amino-4-methylpiperidin-1-yl)phenyl)-4-(1-ethyl-3-(pyridin-3-yl)-1H-pyrazol-4-yl)pyrimidin-2-amine